COC1CC(CC1)N1C=C(C=C1)C(=O)OC methyl 1-(3-methoxycyclopentyl)pyrrole-3-carboxylate